chloromethyl (tert-butoxycarbonyl)-D-alaninate C(C)(C)(C)OC(=O)N[C@H](C)C(=O)OCCl